2-bromo-4-[(5-pyridin-4-yl)-1H-[1,2,4]triazol-3-yl]-pyridine BrC1=NC=CC(=C1)C1=NNC(=N1)C1=CC=NC=C1